C(CCCCCCCCCCCCCCCCCCCC)(=O)[O-].[Ba+2].C(CCCCCCCCCCCCCCCCCCCC)(=O)[O-] barium heneicosylate